ClC1=C(C=CC=C1)C(C1=CC(=C(C#N)C=C1)F)O 4-((2-chlorophenyl)(hydroxy)methyl)-2-fluorobenzonitrile